OC1C(C(C2=CC=CC=C12)=O)C1=CC=C(C=C1)C 3-Hydroxy-2-p-tolyl-2,3-dihydro-1H-inden-1-one